2-(4-(2-(isopropylamino)ethoxy)-3,5-dimethyl-phenyl)-5,7-dimethoxyquinazolin-4(3H)-one C(C)(C)NCCOC1=C(C=C(C=C1C)C1=NC2=CC(=CC(=C2C(N1)=O)OC)OC)C